C(CC)CS(=O)(=O)O.C(N)(O[C@H](COC1=C(C=C(C(=C1)C)F)F)C)=O (1S)-2-(2,4-difluoro-5-methyl-phenoxy)-1-methyl-ethyl carbamate propyl-methanesulfonate